N-((3-((5-((3S,4S)-4-amino-3-methyl-2-oxa-8-aza-spiro[4.5]decan-8-yl)pyrazin-2-yl)thio)-2-chloro-phenyl)carbamoyl)cyclopentanesulfonamide N[C@@H]1[C@@H](OCC12CCN(CC2)C=2N=CC(=NC2)SC=2C(=C(C=CC2)NC(=O)NS(=O)(=O)C2CCCC2)Cl)C